(6S,7S)-6-((2-fluoro-[1,1'-biphenyl]-3-yl)methyl)-N-(3-fluorobicyclo[1.1.1]pentan-1-yl)-7-(methylsulfonamido)-5-azaspiro[2.4]heptane-5-carboxamide FC1=C(C=CC=C1C[C@@H]1N(CC2(CC2)[C@@H]1NS(=O)(=O)C)C(=O)NC12CC(C1)(C2)F)C2=CC=CC=C2